BrC1=C(C=O)C=C(C(=C1F)F)OC 2-Bromo-3,4-difluoro-5-methoxybenzaldehyde